N-(p-tolyl)-4H-thieno[3,2-c]thiochromene-2-carboxamide 5,5-dioxide C1(=CC=C(C=C1)NC(=O)C1=CC=2CS(C=3C=CC=CC3C2S1)(=O)=O)C